((2R,3S,4R,5R)-5-(4-aminopyrrolo[2,1-f][1,2,4]triazin-7-yl)-5-cyano-3,4-dihydroxytetrahydrofuran-2-yl)methyl cyclobutyl carbonate C(OC[C@H]1O[C@@]([C@@H]([C@@H]1O)O)(C#N)C1=CC=C2C(=NC=NN21)N)(OC2CCC2)=O